CC1N(C1)CC(C)O 1-(2-methyl-aziridin-1-yl)-propan-2-ol